iso-propyl-1,4,6-trimethyl-dihydroazulenid C(C)(C)C1[C-](C2=CC=C(C=C(C2C1)C)C)C